C(C)(C)N(C(C)C)P(OCCC#N)N(C(C)C)C(C)C 3-[[bis(diisopropylamino)phosphanyl]oxy]propionitrile